NC=1C2=C(N=CN1)N(C(=C2C2=CC(=C(C=C2)N=S2(CCC2)=O)Cl)C2=C(C=C(C=C2)NC(C(=C)C)=O)Cl)C([2H])([2H])[2H] N-(4-(4-amino-5-(3-chloro-4-((1-oxo-1λ6-thietan-1-ylidene)amino)phenyl)-7-(methyl-d3)-7H-pyrrolo[2,3-d]pyrimidin-6-yl)-3-chlorophenyl)methacrylamide